N'-isonicotinoylpicolinohydrazide hydrogen chloride Cl.C(C1=CC=NC=C1)(=O)NNC(C1=NC=CC=C1)=O